2,5-dimethoxy-4-methylthiophenethylamine COC1=C(CCN)C=C(C(=C1)SC)OC